4-bromo-2-(1-(pyrrolidin-1-yl)-3-(p-tolyl)prop-2-yn-1-yl)phenol BrC1=CC(=C(C=C1)O)C(C#CC1=CC=C(C=C1)C)N1CCCC1